[I-].NCCCCNC/1=C(CCC\C1=C/C=C\1/N(C2=CC=CC=C2C1(C)C)CCCC)/C=C/C1=[N+](C2=CC=CC=C2C1(C)C)CCCC 2-((E)-2-((E)-2-((4-aminobutyl)amino)-3-((E)-2-(1-butyl-3,3-dimethylindolin-2-ylidene)ethylidene)cyclohex-1-en-1-yl)vinyl)-1-butyl-3,3-dimethyl-3H-indol-1-ium iodide